3-[[4-(2,6-Dimethylphenyl)-6-[(2R)-2-[(3-methoxycarbonyl-1-bicyclo[1.1.1]pentanyl)methylamino]-4,4-dimethyl-pentoxy]pyrimidin-2-yl]sulfamoyl]benzoic acid CC1=C(C(=CC=C1)C)C1=NC(=NC(=C1)OC[C@@H](CC(C)(C)C)NCC12CC(C1)(C2)C(=O)OC)NS(=O)(=O)C=2C=C(C(=O)O)C=CC2